FC1=CC=C(C=C1)N1CCN(CC1)C(C(CC=1C=C2C=NNC2=C(C1)C)NC(=O)N1CCC(CC1)N1C(NC2=CC=CC=C2C1)=O)=O 4-(2-Oxo-1,4-dihydro-2H-quinazolin-3-yl)-piperidine-1-carboxylic acid [2-[4-(4-fluoro-phenyl)-piperazin-1-yl]-1-(7-methyl-1H-indazol-5-ylmethyl)-2-oxo-ethyl]-amide